CC(C[C@@H](C(=O)OC)N1N=C(C(=C(C1=O)C)C)CC=O)C methyl (S)-4-methyl-2-(4,5-dimethyl-6-oxo-3-(2-oxoethyl)pyridazin-1(6H)-yl)pentanoate